OC[C@@H]1NC[C@@H](N(C1)C(=O)OC(C)(C)C)C tert-butyl (2S,5R)-5-(hydroxy methyl)-2-methylpiperazine-1-carboxylate